methyl (E)-3-methyl-5-oxopyrrolidine-2-carboxylate CC1C(NC(C1)=O)C(=O)OC